4-(8-methoxypyrimido[4,5-c][1,8]naphthyridin-1-yl)-1,4-diazepane-1-sulfonamide COC=1C=CC=2C3=C(C=NC2N1)N=CN=C3N3CCN(CCC3)S(=O)(=O)N